(2R,3S)-1-benzhydryl-2-methylazetidine-3-yl methanesulfonate CS(=O)(=O)O[C@@H]1[C@H](N(C1)C(C1=CC=CC=C1)C1=CC=CC=C1)C